1-(2-(5-amino-4-((2-(dimethylamino)ethyl)(methyl)amino)-2-methoxyphenylamino)pyrimidin-4-yl)-5-bromo-3-methyl-1H-benzo[d]imidazol-2(3H)-one NC=1C(=CC(=C(C1)NC1=NC=CC(=N1)N1C(N(C2=C1C=CC(=C2)Br)C)=O)OC)N(C)CCN(C)C